1-acetyl-4-[4-({(1R)-1-[3-(1,1-difluoro-2-methoxyethyl)phenyl]ethyl}amino)-2-methylpyrido[3,4-d]pyrimidin-6-yl]-1,4lambda5-azaphosphinan-4-one C(C)(=O)N1CCP(CC1)(=O)C1=CC2=C(N=C(N=C2N[C@H](C)C2=CC(=CC=C2)C(COC)(F)F)C)C=N1